tert-butyl 4-[5-(4,4,5,5-tetramethyl-1,3,2-dioxaborolan-2-yl)pyrimidin-2-yl]piperazine-1-carboxylate CC1(OB(OC1(C)C)C=1C=NC(=NC1)N1CCN(CC1)C(=O)OC(C)(C)C)C